FC(CC[Si](OCCC)(OCCC)OCCC)(F)F 3,3,3-trifluoropropyltri-n-propoxysilane